O=C1NC(CCC1N1C(C2=CC=C(C=C2C1=O)N1CCN(CC1)CCCN1CCN(CC1)C1=CC=C(C=C1)\C(=C(\CC)/C1=CC=CC=C1)\C1=CC=C(C=C1)B(O)O)=O)=O (Z)-(4-(1-(4-(4-(3-(4-(2-(2,6-dioxopiperidin-3-yl)-1,3-dioxoisoindolin-5-yl)piperazin-1-yl)propyl)piperazin-1-yl)phenyl)-2-phenylbut-1-en-1-yl)phenyl)boronic acid